C(CCC)[Sn](C1=NC=CC=C1)(CCCC)CCCC tributyl(2-pyridyl)stannane